6-(cyclopropanecarboxamido)-4-((2-methoxy-3-(1-(tetrahydro-2H-pyran-4-yl)-1H-pyrazol-4-yl)phenyl)amino)pyridazine-3-carboxamide C1(CC1)C(=O)NC1=CC(=C(N=N1)C(=O)N)NC1=C(C(=CC=C1)C=1C=NN(C1)C1CCOCC1)OC